Cl.N1CCC(CC1)CC(=O)OC methyl (piperidin-4-yl)acetate monohydrochloride